tert-butyl (3R,4R)-3-fluoro-4-[(4-methylbenzenesulfonyl)oxy]pyrrolidine-1-carboxylate F[C@@H]1CN(C[C@H]1OS(=O)(=O)C1=CC=C(C=C1)C)C(=O)OC(C)(C)C